ClC1=NC=2C(=NC=CC2)N1 2-chloro-3H-imidazo[4,5-b]pyridine